methyl 7-((2-(4-((tert-butoxycarbonyl)amino)piperidin-1-yl)-6-(4-cyano-3-fluorophenyl)pyridin-4-yl)oxy)heptanoate C(C)(C)(C)OC(=O)NC1CCN(CC1)C1=NC(=CC(=C1)OCCCCCCC(=O)OC)C1=CC(=C(C=C1)C#N)F